ClC1=NC=CC(=N1)N1CCC(CC1)(F)F 2-chloro-4-(4,4-difluoropiperidin-1-yl)pyrimidine